ClC1=C(C=C(C=C1)C1=C(CCC(C1)(C)C)C=O)F 2-(4-chloro-3-fluorophenyl)-4,4-dimethylcyclohex-1-ene-1-carbaldehyde